FC(C)(F)C1CC(CNC1)NC1=NC=CC(=N1)C=1C(=NC=CC1)OC1=C(C(=C(C(=C1)F)NS(=O)(=O)CC1=CC=CC=C1)F)F N-(4-((3-(2-((5-(1,1-difluoroethyl)piperidin-3-yl)amino)pyrimidin-4-yl)pyridin-2-yl)oxy)-2,3,6-trifluorophenyl)-1-phenylmethanesulfonamide